Cl.N1CCNCC1 piperazine hydrochloride